CC(C(=O)O)CC(CCCCCCCCCC)C 2,4-dimethyl-tetradecanoic acid